2-Aminotetraline-2-carboxylic Acid NC1(CC2=CC=CC=C2CC1)C(=O)O